Methyl ((1R,3R)-3-(3-methyl-6-((6-(4-methyl-3,4-dihydro-2H-benzo[b][1,4]oxazin-7-yl)pyridin-2-yl)amino)-2-oxo-2,3-dihydro-1H-imidazo[4,5-c]pyridin-1-yl)cyclopentyl)carbamate CN1C(N(C2=C1C=NC(=C2)NC2=NC(=CC=C2)C=2C=CC1=C(OCCN1C)C2)[C@H]2C[C@@H](CC2)NC(OC)=O)=O